(2S)-2-{(2r,3s,4r,5r)-[5-(4-aminopyrrolo[2,1-f][1,2,4]triazin-7-yl)-5-cyano-3,4-dihydroxy-tetrahydrofuran-2-ylmethoxy]phenoxy-(S)-phosphorylamino}propanoic acid 2-ethyl-butyl ester C(C)C(COC([C@H](C)N=P(=O)OC1=C(C=CC=C1)OC[C@H]1O[C@@]([C@@H]([C@@H]1O)O)(C#N)C1=CC=C2C(=NC=NN21)N)=O)CC